COC1=C(C[N+]#[C-])C=CC(=C1)OC 2,4-DIMETHOXYBENZYL ISOCYANIDE